methyl 2-methoxy-4-(4-oxo-3,5,7,8-tetrahydro-4H-thiopyrano[4,3-d]pyrimidin-2-yl)benzoate COC1=C(C(=O)OC)C=CC(=C1)C=1NC(C2=C(N1)CCSC2)=O